ClC=1C=C(C=CC1)NC(=O)C1=CC(=CC=2N(C=NC21)CC(F)(F)F)C#CCNC2=C(C=C(C=C2)C(NC)=O)OC N-(3-chlorophenyl)-6-[3-[2-methoxy-4-(methylcarbamoyl)anilino]prop-1-ynyl]-1-(2,2,2-trifluoroethyl)benzimidazole-4-carboxamide